5-(4-(6-chloro-4-oxo-3,4-dihydro-7H-pyrrolo[2,3-d]pyrimidin-7-yl)phenyl)-7-oxa-4-azaspiro[2.5]octane-4-carboxylic acid tert-butyl ester C(C)(C)(C)OC(=O)N1C2(CC2)COCC1C1=CC=C(C=C1)N1C(=CC2=C1N=CNC2=O)Cl